2-((13-(3-fluorophenyl)tridec-12-yn-1-yl)oxy)ethyl hydrogen ((((R)-1-(6-amino-9H-purin-9-yl)propan-2-yl)oxy)methyl)phosphonate NC1=C2N=CN(C2=NC=N1)C[C@@H](C)OCP(OCCOCCCCCCCCCCCC#CC1=CC(=CC=C1)F)(O)=O